1-[4-[4-(1-oxopropyl)-1-piperazinyl]-3-(trifluoromethyl)phenyl]-9-(3-quinolinyl)benzo[H]-1,6-naphthyridin-2(1H)-one O=C(CC)N1CCN(CC1)C1=C(C=C(C=C1)N1C(C=CC2=CN=C3C(=C12)C=C(C=C3)C=3C=NC1=CC=CC=C1C3)=O)C(F)(F)F